C(CCC)NCCS 2-(butylamino)ethanethiol